3-(3-((5-cyclopropyl-2-((2-ethyl-4-(4-methylpiperazin-1-yl)phenyl)amino)pyrimidin-4-yl)amino)propyl)-1,3-oxazinan-2-one C1(CC1)C=1C(=NC(=NC1)NC1=C(C=C(C=C1)N1CCN(CC1)C)CC)NCCCN1C(OCCC1)=O